1-(ethoxycarbonyl)ethyl 3,6-dichloro-2-methoxy-benzoate ClC=1C(=C(C(=O)OC(C)C(=O)OCC)C(=CC1)Cl)OC